1-octylnonyl-8-[2-[2-[[8-(1-octylnonoxy)-8-oxo-octyl]-(6-oxo-6-undecoxy-hexyl)amino]ethylcarbamoylamino]ethyl-(6-oxo-6-undecoxy-hexyl)amino]octanoate C(CCCCCCC)C(CCCCCCCC)OC(CCCCCCCN(CCCCCC(OCCCCCCCCCCC)=O)CCNC(NCCN(CCCCCC(OCCCCCCCCCCC)=O)CCCCCCCC(=O)OC(CCCCCCCC)CCCCCCCC)=O)=O